FC1=CC(=NC(=C1C=1C=NNC1)OC)C1=CC=C(N=N1)N(C1CC2CCC(C1)N2)C (exo)-N-{6-[4-fluoro-6-methoxy-5-(1H-pyrazol-4-yl)pyridin-2-yl]pyridazin-3-yl}-N-methyl-8-azabicyclo[3.2.1]octan-3-amine